COC(C1=CC=C(C=C1)C1NCCC(C1)C1=CC=NC=C1)=O 4-(4-(pyridin-4-yl)piperidin-2-yl)benzoic acid methyl ester